(3-Cyanophenoxy)-N-(4,4-difluorocyclohexyl)-4-methyl-1H-imidazole-1-carboxamide C(#N)C=1C=C(OC=2N(C=C(N2)C)C(=O)NC2CCC(CC2)(F)F)C=CC1